FC1=CC=C(CN2CCN(C3=CC=CC=C23)C(=O)NC2CCN(CC2)C(C)C)C=C1 4-(4-fluorobenzyl)-N-(1-isopropylpiperidin-4-yl)-3,4-dihydroquinoxaline-1(2H)-carboxamide